C(C)(C)(C)OC(=O)N1C(CCC1)C1=C(C=CC(=C1)Cl)Br 2-(2-bromo-5-chlorophenyl)pyrrolidine-1-carboxylic acid tert-butyl ester